NC=1C=NC=CC1C1=CC=C(C#N)C=C1 4-(3-aminopyridin-4-yl)benzonitrile